C(C)(C)(C)OC(=O)N1[C@H]2CN([C@@H](C1)CC2)C(NC=2SC(=C(N2)C2=CC(=CC=C2)C#N)C2=CC(=NC(=C2)C)C)=O (1r,4r)-5-[[4-(3-cyanophenyl)-5-(2,6-dimethyl-4-pyridinyl)thiazol-2-yl]carbamoyl]-2,5-diazabicyclo[2.2.2]octane-2-carboxylic acid tert-butyl ester